C(#N)C1=CC=C(C2=C1OCO2)C2C(=C(NC1=C(C=NC(=C21)OCC)C)C)C(=O)N 4-(7-cyanobenzo[d][1,3]dioxol-4-yl)-5-ethoxy-2,8-dimethyl-1,4-dihydro-1,6-naphthyridine-3-formamide